The molecule is the thioether resulting from the formal oxidative coupling of the thiol group of L-cysteine with the 7-position of (2Z)-2-({[(1S)-2,2-dimethylcyclopropyl]carbonyl}amino)hept-2-enoic acid. It is an inhibitor of dehydropeptidase I (membrane dipeptidase, 3.4.13.19), an enzyme found in the brush border of renal tubes and responsible for degrading the antibiotic imipenem. Cilastatin is therefore administered (as the sodium salt) with imipenem to prolong the antibacterial effect of the latter by preventing its renal metabolism to inactive and potentially nephrotoxic products. Cilastatin also acts as a leukotriene D4 dipeptidase inhibitor, preventing the metabolism of leukotriene D4 to leukotriene E4. It has a role as a protease inhibitor, an EC 3.4.13.19 (membrane dipeptidase) inhibitor, a xenobiotic and an environmental contaminant. It is a non-proteinogenic L-alpha-amino acid, a L-cysteine derivative, an organic sulfide and a carboxamide. It is a conjugate acid of a cilastatin(1-). CC1(C[C@@H]1C(=O)N/C(=C\\CCCCSC[C@@H](C(=O)O)N)/C(=O)O)C